OCCN(C1=CC(=CC(=C1)OC)OC)CCO N,N-bis(2-hydroxyethyl)-3,5-dimethoxyaniline